C1(CC1)C1=C2CN(CC2=CC=C1NC1=NC=C(C(=N1)C1=CC2=C(C(N(CCS2(=O)=O)C)=O)S1)C(F)(F)F)CC 7-(2-((4-cyclopropyl-2-ethylisoindolin-5-yl)amino)-5-(trifluoromethyl)pyrimidin-4-yl)-4-methyl-3,4-dihydrothieno[2,3-f][1,4]thiazepin-5(2H)-one 1,1-dioxide